FC1=C(C=CC(=C1)F)CCC=1C=C(C(NN1)=O)O 6-[2-(2,4-difluorophenyl)ethyl]-4-hydroxypyridazin-3(2H)-one